FC1=C2CCN(CC2=CC=C1CC(=O)O)C(CNC(\C=C\C1=CC=C(C=C1)C(F)(F)F)=O)=O 2-[5-fluoro-2-[2-[[(E)-3-[4-(trifluoromethyl)phenyl]prop-2-enoyl]amino]acetyl]-3,4-dihydro-1H-isoquinolin-6-yl]acetic acid